(S)-1-{(S)-2-[4-(2-Aminoethyl)-1-piperidyl]-1-methyl-2-oxoethyl}-3-isobutyl-2-piperazinone NCCC1CCN(CC1)C([C@H](C)N1C([C@@H](NCC1)CC(C)C)=O)=O